trans-tert-butyl N-[1-benzyl-4-(methoxymethyl)pyrrolidin-3-yl]carbamate C(C1=CC=CC=C1)N1C[C@H]([C@@H](C1)COC)NC(OC(C)(C)C)=O